CN1N=C(C(=C1C)C=1C=CC=NC1)C 5-(1,3,5-trimethyl-1H-pyrazol-4-yl)pyridine